OC1COC2=CC=CC(=C2C1)O 3,5-dihydroxychroman